C(C)OC(C(C=O)C1CC(C1)(F)F)=O (3,3-Difluorocyclobutyl)-3-oxo-propionic acid ethyl ester